(S)-5-(2-((6-(1H-imidazol-1-yl)pyridin-2-yl)amino)-4-methyl-thiazol-5-yl)-7-(azetidin-1-ylsulfonyl)-2-(1-cyclopropylethyl)isoindolin-1-one N1(C=NC=C1)C1=CC=CC(=N1)NC=1SC(=C(N1)C)C=1C=C2CN(C(C2=C(C1)S(=O)(=O)N1CCC1)=O)[C@@H](C)C1CC1